6-bromo-5-fluoro-7-nitro-2,3-dihydro-1-benzofuran BrC1=C(C2=C(CCO2)C=C1F)[N+](=O)[O-]